3-bromo-1-(2-(3-cyano-4-fluorophenyl)-2-oxoethyl)-2-methylpyridin-1-ium bromide [Br-].BrC=1C(=[N+](C=CC1)CC(=O)C1=CC(=C(C=C1)F)C#N)C